O1CCN(CC1)C(C[C@H](C(N[C@@H](CCC)B1O[C@@]2([C@H](O1)C[C@H]1C([C@@H]2C1)(C)C)C)=O)NC(OC(C)(C)C)=O)=O tert-butyl ((R)-4-morpholino-1,4-dioxo-1-(((R)-1-((3aS,4S,6S,7aR)-3a,5,5-trimethylhexahydro-4,6-methanobenzo[d][1,3,2]dioxaborol-2-yl)butyl)amino)butan-2-yl)carbamate